1-(3-tert-butoxybutoxy)-3,5,5-trimethyl-hexane C(C)(C)(C)OC(CCOCCC(CC(C)(C)C)C)C